2-(dimethylamino)nicotinic acid CN(C1=C(C(=O)O)C=CC=N1)C